CC=1C(=NON1)C1=NC2=C(N1CC=1C(=NC=CC1)C#N)C=CC=C2 3-[[2-(4-methyl-1,2,5-oxadiazol-3-yl)benzoimidazol-1-yl]methyl]pyridine-2-carbonitrile